3-[({4-[7-(aminocarbonyl)-5-fluoro-2H-indazole-2-yl]-2-fluorophenyl}amino)carbonyl]azacyclobutanium NC(=O)C1=CC(=CC2=CN(N=C12)C1=CC(=C(C=C1)NC(=O)C1C[NH2+]C1)F)F